The molecule is a disaccharide consisting of beta-D-galactopyranose having a D-galactopyranosyl residue attached at the 6-position via an alpha-linkage. alpha-D-Gal-(1->6)-D-Gal in which the configuration at the reducing end anomeric centre is beta. C([C@@H]1[C@@H]([C@@H]([C@H]([C@H](O1)OC[C@@H]2[C@@H]([C@@H]([C@H]([C@@H](O2)O)O)O)O)O)O)O)O